C(C)(C)(C)OC(=O)N1CC(CCC1)CCOC1=CC(=C(C=C1)C)CNC([C@H](CC1=CNC2=CC=CC=C12)NC(CCC(=O)OC(C)(C)C)=O)=O 3-(2-(3-(((S)-2-(4-(tert-butoxy)-4-oxobutanoylamino)-3-(1H-indol-3-yl)propanamido)methyl)-4-methylphenoxy)ethyl)piperidine-1-carboxylic acid tert-butyl ester